4-(4-methylpiperidin-1-yl)benzenesulfonyl chloride CC1CCN(CC1)C1=CC=C(C=C1)S(=O)(=O)Cl